C(C)OC(=O)C1=NN(C=C1C)C1=CC(=CC=C1)C1=NOC(=C1)[C@]1(C(N(CC1)C)=O)O (R)-1-(3-(5-(3-hydroxy-1-methyl-2-oxopyrrolidin-3-yl)isoxazol-3-yl)phenyl)-4-methyl-1H-pyrazole-3-carboxylic acid ethyl ester